C(C)C1=C(C(N2N=C(N=C2N1CC(=O)N)C1=CC2=CC(=NN2C=C1)C)=O)N1CCN(CC1)C(=O)C1=NC=NC(=C1O)C (6-ethyl-5-{4-[(5-hydroxy-6-methyl-4-pyrimidinyl)carbonyl]-1-piperazinyl}-2'-methyl-4-oxo-7H-1,1',3,3a,7,7a'-hexaaza-2,5'-biindenyl-7-yl)acetamide